NC1=NC=NN2C1=C(C(=N2)C2=C(C=C(C=C2)NC(C(=C)C)=O)F)C2=CC=C(C=C2)C(=O)N2CCCC2 N-(4-(4-amino-5-(4-(pyrrolidine-1-carbonyl)phenyl)pyrazolo[5,1-f][1,2,4]triazin-6-yl)-3-fluorophenyl)methacrylamide